OC1CCN(CC1)C1=CC=C(C=C1)C(\C=C\C1=CC=C(C=C1)OCC1=NOC(=N1)C)=O (E)-1-[4-(4-Hydroxypiperidin-1-yl)phenyl]-3-[4-[(5-methyl-1,2,4-oxadiazol-3-yl)methoxy]phenyl]prop-2-en-1-one